N-(methylthio)benzamide CSNC(C1=CC=CC=C1)=O